C(C)C1OC(C(C(C(CC(CC(CN(C(C(C1(C)O)O)C)C)C)(C)O)C)OC1O[C@H]([C@@H]([C@](C1)(C)OC)O)C)C)=O 2-ethyl-3,4,10-trihydroxy-13-{[(4R,5S,6S)-5-hydroxy-4-methoxy-4,6-dimethyloxan-2-yl]oxy}-3,5,6,8,10,12,14-heptamethyl-15-oxo-1-oxa-6-azacyclopentadecan